1-[4-(2,4-dioxohexahydropyrimidin-1-yl)phenyl]piperidine-4-carbaldehyde O=C1N(CCC(N1)=O)C1=CC=C(C=C1)N1CCC(CC1)C=O